(S)-2-(4-chloro-3-fluorophenyl)-1-(4-((5R,7S)-7-hydroxy-5-methyl-6,7-dihydro-5H-cyclopenta[d]pyrimidin-4-yl)piperazin-1-yl)-3-(isopropylamino)propan-1-one ClC1=C(C=C(C=C1)[C@H](C(=O)N1CCN(CC1)C=1C2=C(N=CN1)[C@H](C[C@H]2C)O)CNC(C)C)F